FC(OC1=CC=CC=2C(N([C@H]3C=4N([C@@H](C21)C3)C3=C(N4)C=CC(=C3)C#CC(C)OCC)C([2H])([2H])[2H])=O)F (7R,14R)-1-(difluoromethoxy)-11-(3-ethoxybut-1-yn-1-yl)-6-(methyl-d3)-6,7-dihydro-7,14-methanobenzo[f]benzo[4,5]imidazo[1,2-a][1,4]diazocin-5(14H)-one